O=C1N(C=CC(=C1)C1=CC=CC=C1)C[C@@H]1CCN(CC12CCCC2)C(=O)OC(C)(C)C tert-butyl (R)-10-((2-oxo-4-phenylpyridin-1(2H)-yl)methyl)-7-azaspiro[4.5]decane-7-carboxylate